(E)-4-(benzo[d]thiazol-2-yl)-5-(4-((4-fluorobenzyl)oxy)-3-methoxyphenyl)pent-4-enoic acid S1C(=NC2=C1C=CC=C2)\C(\CCC(=O)O)=C\C2=CC(=C(C=C2)OCC2=CC=C(C=C2)F)OC